7-chloro-1H-indazole ClC=1C=CC=C2C=NNC12